(S)-1-((S)-6,9-dihydro-7H-[1,3]dioxolo[4,5-H]isochromen-9-yl)-N-methylethan-1-amine O1COC=2C=CC=3CCO[C@@H](C3C21)[C@H](C)NC